1-tetradecyl-3-methylimidazole chloride salt [Cl-].C(CCCCCCCCCCCCC)N1CN(C=C1)C